5-(5-bromo-1-tosyl-1H-pyrrolo[2,3-b]pyridin-3-yl)benzo[d]oxazole BrC=1C=C2C(=NC1)N(C=C2C=2C=CC1=C(N=CO1)C2)S(=O)(=O)C2=CC=C(C)C=C2